CONC(=O)C1=NNC=C1 N-methoxy-1h-pyrazole-3-carboxamide